2-chloro-6-(tetrahydro-2H-pyran-4-yl)pyridine ClC1=NC(=CC=C1)C1CCOCC1